3-(2-bromophenyl)-1-(4-hydroxyphenyl)chalcone Ruthenium-silicon [Si].[Ru].BrC1=C(C=CC=C1)C=1CC(C=CC1)(\C=C\C(=O)C1=CC=CC=C1)C1=CC=C(C=C1)O